tert-butyl (1,3-dihydrofuro[3,4-c]pyridin-4-yl)carbamate C1OCC=2C(=NC=CC21)NC(OC(C)(C)C)=O